(3aS,6S,6aS)-1-(7,8-dihydrofuro[3,2-e][1,3]benzothiazol-2-yl)-6-(dimethylamino)hexahydrocyclopenta[d]imidazole-2(1H)-one N1=C(SC2=C1C1=C(C=C2)OCC1)N1C(N[C@@H]2[C@H]1[C@H](CC2)N(C)C)=O